tert-butyl (2R,5S)-5-[2-(4-chloro-3-fluorophenoxy)acetamido]-2-[5-(trifluoromethoxy)-2,3-dihydro-1H-isoindole-2-carbonyl]piperidine-1-carboxylate ClC1=C(C=C(OCC(=O)N[C@H]2CC[C@@H](N(C2)C(=O)OC(C)(C)C)C(=O)N2CC3=CC=C(C=C3C2)OC(F)(F)F)C=C1)F